(2S,3S,4R,5R)-5-(6-(benzylamino)-2-(5-methylpyridin-3-yl)-9H-purin-9-yl)-3,4-dihydroxyl-N-vinyltetrahydrofuran-2-formamide C(C1=CC=CC=C1)NC1=C2N=CN(C2=NC(=N1)C=1C=NC=C(C1)C)[C@H]1[C@@H]([C@@H]([C@H](O1)C(=O)NC=C)O)O